BrC1OCCCCO1 2-bromo-1,3-dioxepane